CC(C)CC(CC(C)C)O[Si](C1=C(C=CC=C1)CC)(OC(CC(C)C)CC(C)C)OC(CC(C)C)CC(C)C tris((2,6-dimethylheptan-4-yl)oxy)(2-ethylphenyl)silane